CC1=CC=CC2=COC=C12 7-methyl-isobenzofuran